4-chloro-5-methoxy-2-methylpyridazin-3(2H)-one ClC=1C(N(N=CC1OC)C)=O